3-[[3-[(E)-3-(4-Hydroxyphenyl)-3-oxoprop-1-enyl]phenoxy]methyl]benzonitrile OC1=CC=C(C=C1)C(/C=C/C=1C=C(OCC=2C=C(C#N)C=CC2)C=CC1)=O